Cl.N[C@@H]1[C@@H]([C@@H](CCC1)O)C |r| rac-(1R,2S,3S)-3-amino-2-methylcyclohexane-1-ol hydrochloride